1-(3-phenylthioureidopropyl)-3-ethylimidazole bromide [Br-].C1(=CC=CC=C1)NC(NCCCN1CN(C=C1)CC)=S